Cl.COC1=CC=C(C=C1)C[C@@H](C)N[C@H](C)C1=CC=CC=C1 (R)-1-(4-methoxyphenyl)-N-((R)-1-phenylethyl)propan-2-amine hydrochloride